3-(Benzyloxy)-4-bromo-5-methylphenol C(C1=CC=CC=C1)OC=1C=C(C=C(C1Br)C)O